2-(chloromethyl)allyl-trimethoxysilane ClCC(C[Si](OC)(OC)OC)=C